1-(2-methyl-5-phenyl-3-thienyl)ethylene CC=1SC(=CC1C=C)C1=CC=CC=C1